ethyl 4-(quinazolin-2-ylamino)-1H-pyrrole-2-carboxylate N1=C(N=CC2=CC=CC=C12)NC=1C=C(NC1)C(=O)OCC